1-((5-(Difluoromethyl)-1,3,4-oxadiazol-2-yl)methyl)-6-(4-methoxypyrrolo[2,1-f][1,2,4]triazin-5-yl)-2-methyl-1H-imidazo[4,5-b]pyridin FC(C1=NN=C(O1)CN1C(=NC2=NC=C(C=C21)C=2C=CN1N=CN=C(C12)OC)C)F